FC1(CCN(CC1)CC1=CC=C(C=C1)[C@H](C)NC=1N=CC2=C(N1)N(C(C=C2)=O)CC2=C(C=CC=C2)C)F 2-{[(1S)-1-{4-[(4,4-difluoropiperidin-1-yl)methyl]phenyl}ethyl]amino}-8-(2-methylbenzyl)pyrido[2,3-d]pyrimidin-7(8H)-one